2,6-dimethyl-hydroquinone 1-hydroxy-ethyl-7-(methoxymethoxy)-3,4-dihydro-1H-isoquinoline-2-carboxylate OC(C)OC(=O)N1CC2=CC(=CC=C2CC1)OCOC.CC1=C(O)C(=CC(=C1)O)C